C(C)OC(=O)C1=NN2C(C(=NC(=C2)C=2C=NN(C2)C)O)=C1.CNC(=O)C1=NNC2=CC(=CC=C12)N1CC(CCC1)C(NC1CC(CCC1)C1=CC=CC=C1)=O N-methyl-6-{3-[(3-phenylcyclohexyl)carbamoyl]piperidin-1-yl}-1H-indazole-3-carboxamide ethyl-4-hydroxy-6-(1-methyl-1H-pyrazol-4-yl)pyrazolo[1,5-a]pyrazine-2-carboxylate